C1=CC=CC=2C3=CC=CC=C3C(=CC12)C1=CC2=C(N=C(O2)C2=CC=C(C=C2)C2=CC=C(C=C2)C2=CC=CC=C2)C(=C1)C1=CC=C(C=C1)C=1C=NC=CC1 6-(phenanthren-9-yl)-4-(4-pyridin-3-yl-phenyl)-2-([1,1':4',1'']terphenyl-4-yl)-benzoxazole